4-(4-(2-methylbenzamido)naphthalene-1-sulfonamido)-2-(4-propylpiperazin-1-yl)benzoic acid CC1=C(C(=O)NC2=CC=C(C3=CC=CC=C23)S(=O)(=O)NC2=CC(=C(C(=O)O)C=C2)N2CCN(CC2)CCC)C=CC=C1